(S)-7-((4-((2-hydroxy-1-phenylethyl)amino)-5-(1,3,4-oxadiazol-2-yl)pyridin-2-yl)amino)-3,4-dihydro-1H,10H-[1,3,4]oxadiazino[4,3-a]indazol-10-one OC[C@H](C1=CC=CC=C1)NC1=CC(=NC=C1C=1OC=NN1)NC=1C=CC=2C(N3N(C2C1)CCOC3)=O